N1=CC=C2N1CCN=C2 6,7-dihydropyrazolo[1,5-a]pyrazin